THIOBIS-PHENOL S(C1=C(C=CC=C1)O)C1=C(C=CC=C1)O